2,4-dichloro-6-fluoro-3-(methylsulfanyl)benzoic acid ClC1=C(C(=O)O)C(=CC(=C1SC)Cl)F